ClC1=NC=CC(=C1F)C=1C(=NN(N1)C([2H])([2H])[2H])C(C)N(C(OC(C)(C)C)=O)C tert-butyl (1-(5-(2-chloro-3-fluoropyridin-4-yl)-2-(methyl-d3)-2H-1,2,3-triazol-4-yl)ethyl)(methyl)carbamate